4-(4-(4-fluorobenzyl)naphthalen-1-yl)piperidine FC1=CC=C(CC2=CC=C(C3=CC=CC=C23)C2CCNCC2)C=C1